1,4-di-chlorobenzene ClC1=CC=C(C=C1)Cl